tert-butyl N-(1-azido-15-methyl-3,6,9,12-tetraoxa-15-azaoctadecan-18-yl)carbamate N(=[N+]=[N-])CCOCCOCCOCCOCCN(CCCNC(OC(C)(C)C)=O)C